4-(2-chloro-4-nitrophenoxy)pyridin-2-amine ClC1=C(OC2=CC(=NC=C2)N)C=CC(=C1)[N+](=O)[O-]